3-(1-acetyl-4-hydroxypiperidin-4-yl)-5-(((R)-1-(3-(difluoromethyl)-2-fluorophenyl)ethyl)amino)-1,7-Dimethyl-8-(2-((S)-1-methylpyrrolidin-2-yl)ethyl)-1,6-naphthyridin-2(1H)-one C(C)(=O)N1CCC(CC1)(O)C=1C(N(C2=C(C(=NC(=C2C1)N[C@H](C)C1=C(C(=CC=C1)C(F)F)F)C)CC[C@@H]1N(CCC1)C)C)=O